C(C)N(C1=CC=C(C=C1)N=NC1=CC=C(C=C1)[N+](=O)[O-])CCO ethyl-N-(2-hydroxyethyl)-4-(4-nitrophenylazo)-aniline